NC1=CC(=C(C=C1)C(=O)N1C(CN(CC1)C)C1=CC=CC=C1)N1CCCCC1 (4-amino-2-piperidin-1-yl-phenyl)-(4-methyl-2-phenylpiperazin-1-yl)methanone